CC1(OCCC1)C1(CN(CC1)CC1=CC=C(C=C1)NC(C)=O)CCC1=CC=CC=C1 N-(4-((3-(2-methyltetrahydro-furan-2-yl)-3-phenethylpyrrolidin-1-yl)methyl)phenyl)acetamide